(5-(Cyclopropylethynyl)-4-methylthiazol-2-yl)carbamic acid tert-butyl ester C(C)(C)(C)OC(NC=1SC(=C(N1)C)C#CC1CC1)=O